N-(2,4-difluoro-3-(5-(3-(trifluoromethyl)phenyl)-1H-pyrazolo[3,4-b]pyridine-3-carbonyl)phenyl)propane-1-sulfonamide FC1=C(C=CC(=C1C(=O)C1=NNC2=NC=C(C=C21)C2=CC(=CC=C2)C(F)(F)F)F)NS(=O)(=O)CCC